[Li+].F[C@@H](C(=O)[O-])ON1[C@@H]2C=C([C@H](N(C1=O)C2)C(NCNS(N)(=O)=O)=O)C (2S)-2-fluoro-2-[[(2S,5R)-3-methyl-7-oxo-2-[(sulfamoylamino)methylcarbamoyl]-1,6-diazabicyclo[3.2.1]oct-3-en-6-yl]oxy]acetic acid lithium salt